3-((5-(1,5-naphthyridin-2-yl)pyrrolo[2,1-f][1,2,4]triazin-2-yl)amino)cyclobutan-1-ol N1=C(C=CC2=NC=CC=C12)C=1C=CN2N=C(N=CC21)NC2CC(C2)O